C(C1=CC=CC=C1)N1N=C2C(N(CCC2=C1Cl)[C@@H]1C(N(C2=C(OC1)C=CC(=C2)C#CC2NCCC2)C)=O)=O (3S)-3-(2-Benzyl-3-chloro-7-oxo-2,4,5,7-tetrahydro-6H-pyrazolo[3,4-c]pyridin-6-yl)-5-methyl-7-(pyrrolidin-2-ylethynyl)-2,3-dihydrobenzo[b][1,4]oxazepin-4(5H)-one